C[Si]1(N(CCN1[SiH](C)C)[SiH](C)C)C 2,2-dimethyl-1,3-bis(dimethylsilyl)-1,3-diaza-2-silacyclopentane